C(CC)(=O)C1=CC=C(OCCCCC(=O)O)C=C1 5-(4-propionylphenoxy)valeric acid